OP(OC1=C2C=CNC2=CC=C1)O 4-Dihydroxyphosphanyloxy-1H-indol